diphenyl-2,6-bis((trimethylsilyl)ethynyl)anthracene-9,10-diimine C1(=CC=CC=C1)C=1C(=C(C=2C(C3=CC=C(C=C3C(C2C1)=N)C#C[Si](C)(C)C)=N)C1=CC=CC=C1)C#C[Si](C)(C)C